ammonium propyl methacrylate C(C(=C)C)(=O)OCCC.[NH4+]